3-(1-(3-(5-(2-(4-(2-(2,6-dioxopiperidin-3-yl)-4-methyl-1-oxo-1,2-dihydrophthalazin-6-yl)piperazin-1-yl)ethoxy)pyrimidin-2-yl)benzyl)-6-oxo-1,6-dihydropyridazin-3-yl)Benzonitrile O=C1NC(CCC1N1C(C2=CC=C(C=C2C(=N1)C)N1CCN(CC1)CCOC=1C=NC(=NC1)C=1C=C(CN2N=C(C=CC2=O)C=2C=C(C#N)C=CC2)C=CC1)=O)=O